methyl 2-(5-methyl-2-(2-methyl-1-oxo-1,2,3,4-tetrahydropyrazino[1,2-b]indazol-8-yl)piperidin-1-yl)-2-oxoacetate CC1CCC(N(C1)C(C(=O)OC)=O)C=1C=CC2=C3N(N=C2C1)CCN(C3=O)C